IC=1C=C(C)C=C(C1)I 3,5-diiodotoluene